ClC1=CC=C(C=C1)C1(CC(C1)C1=NOC(=N1)CN1C=NC2=C(C1=O)C(=CC(=N2)C#N)C)F 3-((3-((1s,3s)-3-(4-chlorophenyl)-3-fluorocyclobutyl)-1,2,4-oxadiazol-5-yl)methyl)-5-methyl-4-oxo-3,4-dihydropyrido[2,3-d]pyrimidine-7-carbonitrile